4-(3-chloro-2-fluoro-6-(4-(trimethylsilyl)-1H-1,2,3-triazol-1-yl)phenyl)-6-methoxypyrimidine ClC=1C(=C(C(=CC1)N1N=NC(=C1)[Si](C)(C)C)C1=NC=NC(=C1)OC)F